N1CCC(CC1)C1CNC1 3-(piperidin-4-yl)azetidin